O=C1C=2N(CCCC1)N=C1C2CN(CC1)C(=O)OC(C)(C)C tert-Butyl 11-oxo-1,3,4,7,8,9,10,11-octahydro-2H-pyrido[4',3':3,4]pyrazolo[1,5-a]azepine-2-carboxylate